ClC1=C(C=2N(C(=N1)NCC1=C(C=C(C=C1)OC)OC)N=C(N2)CCO)C 2-(7-chloro-5-((2,4-dimethoxybenzyl)amino)-8-methyl-[1,2,4]triazolo[1,5-c]pyrimidin-2-yl)ethanol